(1R,3R)-3-[(1E)-3-methoxy-2-methyl-3-oxo-1-propenyl]-2,2-dimethylcyclopropanecarboxylic acid (1S)-3-(2Z)-(2-butenyl)-2-methyl-4-oxo-2-cyclopenten-1-yl ester C(\C=C/C)C1=C([C@H](CC1=O)OC(=O)[C@H]1C([C@@H]1\C=C(\C(=O)OC)/C)(C)C)C